1-Citronellyl n-Butyrate C(CCC)(=O)OCCC(C)CCC=C(C)C